2-(1-aminoethyl)-6'-chloro-2'-methyl-1',2'-dihydro-3'H-spiro[cyclopropane-1,4'-isoquinoline]-3'-one NC(C)C1CC12C(N(CC1=CC=C(C=C21)Cl)C)=O